2-(4-bromo-3-chlorophenyl)-4-phenylquinazoline BrC1=C(C=C(C=C1)C1=NC2=CC=CC=C2C(=N1)C1=CC=CC=C1)Cl